tert-Butyl 4-[2-chloro-4-[[3-[4-(difluoromethoxy)-2,3-difluoro-phenyl]imidazo[1,2-a]pyrazin-8-yl]amino]benzoyl]piperazine-1-carboxylate ClC1=C(C(=O)N2CCN(CC2)C(=O)OC(C)(C)C)C=CC(=C1)NC=1C=2N(C=CN1)C(=CN2)C2=C(C(=C(C=C2)OC(F)F)F)F